C[C@]1(C=C)CC[C@H]([C@](CCC=C(C)C)(O1)C)O (3R,6R,7S)-3,7,11-trimethyl-3,7-epoxy-1,10-dodecadien-6-ol